4-amino-N-(1-(3-chlorobenzyl)-6-methylisoquinolin-5-yl)thieno[3,2-d]pyrimidine-7-carboxamide NC=1C2=C(N=CN1)C(=CS2)C(=O)NC2=C1C=CN=C(C1=CC=C2C)CC2=CC(=CC=C2)Cl